C(CCCCC)C(C(=O)N(CC(=O)O)C)CCCCCCCC N-(2-hexyldecanoyl)-N-methylglycine